dimethyl (E)-but-2-enedioate C(\C=C\C(=O)OC)(=O)OC